aminoorotic acid NC1=C(C(=O)O)NC(NC1=O)=O